(D)-erythritol C([C@H](O)[C@H](O)CO)O